tert-butyl N-[2-chloro-5-(3,5-dimethyl-2,6-dioxo-4-thioxo-1,3,5-triazinan-1-yl)-4-fluoro-phenyl]carbamate ClC1=C(C=C(C(=C1)F)N1C(N(C(N(C1=O)C)=S)C)=O)NC(OC(C)(C)C)=O